1-(isocyanatomethyl)-2-methoxy-benzene N(=C=O)CC1=C(C=CC=C1)OC